4-(6-methylbenzofuran-3-yl)piperidine-hydrochloride Cl.CC1=CC2=C(C(=CO2)C2CCNCC2)C=C1